3-bromo-6-chloro-N-cyclohexyl-1H-pyrazolo[3,4-d]pyrimidin-4-amine BrC1=NNC2=NC(=NC(=C21)NC2CCCCC2)Cl